benzyl (2S)-2-(cyanomethyl)-4-[2-[[(2S,4R)-4-[2-(2-hydroxyethoxy)ethoxy]-1-methyl-pyrrolidin-2-yl]methoxy]-5,6,7,8-tetrahydropyrido[3,4-d]pyrimidin-4-yl]piperazine-1-carboxylate C(#N)C[C@@H]1N(CCN(C1)C=1C2=C(N=C(N1)OC[C@H]1N(C[C@@H](C1)OCCOCCO)C)CNCC2)C(=O)OCC2=CC=CC=C2